tert-Butyl (3S)-3-((3-((allyloxy)methyl)-6-bromopyridin-2-yl)carbamoyl)-5-(azidomethyl)-2-azabicyclo[3.1.0]hexane-2-carboxylate C(C=C)OCC=1C(=NC(=CC1)Br)NC(=O)[C@H]1N(C2CC2(C1)CN=[N+]=[N-])C(=O)OC(C)(C)C